N-(4-hydroxyphenyl)-4-(trifluoromethyl)benzenesulfonamide OC1=CC=C(C=C1)NS(=O)(=O)C1=CC=C(C=C1)C(F)(F)F